BrC1=CC(=C(C(=O)O)C(=C1)C)OC 4-bromo-2-methoxy-6-methyl-benzoic acid